C(#N)C=1C=C(C(=O)N2[C@H](CCC2)C(=O)N[C@@H](C2=C(C=C(C=C2)C(F)(F)F)F)C2CC2)C=CC1 1-(3-cyanobenzoyl)-N-((R)-cyclopropyl(2-fluoro-4-(trifluoromethyl)phenyl)methyl)-D-prolinamide